4-[(2,6-dioxo-3-piperidinyl)oxy]benzaldehyde O=C1NC(CCC1OC1=CC=C(C=O)C=C1)=O